Cl.ClC=1C=CC(=NC1)C1(OC2=C(O1)C=CC=C2C=2CCNCC2)C 5-chloro-2-(2-methyl-4-(1,2,3,6-tetrahydropyridin-4-yl)benzo[d][1,3]dioxol-2-yl)pyridine hydrochloride